CC1=C(C(CCC1=O)(C)C)/C=C/C(=C/C=C/C(=C/C(=O)O)/C)/C The molecule is a retinoid that consists of all-trans-retinoic acid bearing an oxo substituent at position 4 on the cyclohexenyl ring. It has a role as a human xenobiotic metabolite. It is a retinoid and an enone. It derives from an all-trans-retinoic acid.